C(C)(C)(C)[Si](OC(CC=C)C1=C(C(=CC(=C1)F)F)F)(C)C tert-butyl-dimethyl-[1-(2,3,5-trifluorophenyl)but-3-enoxy]silane